OCCOC(C1=CC=C(C=C1)N(CCOCCO)CCOCCO)=O 2-Hydroxyethyl-4-{bis[2-(2-hydroxyethoxy)ethyl]amino}benzoat